O1C(=CC=C1C(=O)O)C(=O)O 2,5-FuranDicarboxylic Acid